C(N)(OC1=C(C(CCO)CCO)C=CC(=C1)OC(N)=O)=O bis(2-hydroxyethyl)-2,4-tolylene dicarbamate